(((1R,2R)-2-azidocyclopentyloxy)carbonyl)-L-lysine N(=[N+]=[N-])[C@H]1[C@@H](CCC1)OC(=O)N[C@@H](CCCCN)C(=O)O